Benzyl 4-((3-methyl-4-((6-methylpyridin-3-yl)oxy)phenyl)amino)-7,8-dihydro-5H-pyrido[3',4':4,5]pyrrolo[2,3-d]pyrimidine-6(9H)-carboxylate CC=1C=C(C=CC1OC=1C=NC(=CC1)C)NC=1C2=C(N=CN1)NC1=C2CN(CC1)C(=O)OCC1=CC=CC=C1